2-(4-(3-(3-methylpyridin-2-yloxy)pyrrolidin-1-yl)biphenyl-3-yl)ethanol CC=1C(=NC=CC1)OC1CN(CC1)C1=C(C=C(C=C1)C1=CC=CC=C1)CCO